5-methoxy-3-((2-methyl-4'-(trifluoromethoxy)-[1,1'-biphenyl]-3-yl)methyl)-1-(2-methylbenzyl)-1H-indole COC=1C=C2C(=CN(C2=CC1)CC1=C(C=CC=C1)C)CC=1C(=C(C=CC1)C1=CC=C(C=C1)OC(F)(F)F)C